C(C)(C)(CC)[Sn]OC(C)(C)C t-pentyl-(t-butoxy)tin